N,N-dimethylaminoethylenediamine CNN(CCN)NC